tertiary butyl-4-methoxyphenol C(C)(C)(C)C1=C(C=CC(=C1)OC)O